methyl-arsonic acid monosodium salt [Na+].C[As]([O-])(O)=O